NC1=NC=C(C(=N1)C1=CC=C(C=C1)NC1=NC(=NC=C1)NCCCCCC1CC1)C N4-(4-(2-amino-5-methylpyrimidin-4-yl)phenyl)-N2-cyclopropylpentylpyrimidine-2,4-diamine